(-)-trans-5-(1H-Benzotriazol-5-carbonyl)-3a-methoxy-hexahydro-pyrrolo[3,4-c]pyrrol N1N=NC2=C1C=CC(=C2)C(=O)N2C[C@H]1[C@](C2)(CNC1)OC